Tert-butyl (3aR,5s,6aS)-5-((6-chloro-5-methyl-4-(trifluoromethyl)pyridazin-3-yl)amino)hexahydrocyclopenta[c]pyrrole-2(1H)-carboxylate ClC1=C(C(=C(N=N1)NC1C[C@@H]2[C@@H](CN(C2)C(=O)OC(C)(C)C)C1)C(F)(F)F)C